di-n-dodecyl 3,3'-thiodipropionate S(CCC(=O)OCCCCCCCCCCCC)CCC(=O)OCCCCCCCCCCCC